1,2,4-OXADIAZOLE O1N=CN=C1